3-cyclopropyl-5-[(2-fluoro-2-methylpropyl)sulfamoyl]-8,9-dihydro-7H-cyclopenta[h]isoquinolin C1(CC1)C=1N=CC2=C3C(=CC(=C2C1)S(NCC(C)(C)F)(=O)=O)CCC3